N-ethyl-N-methylethan-1-amine C(C)N(CC)C